ClC1=C2OC=3C=CC=C(C[C@H]4N(C(NCC(C=C1)=N2)=O)CC([C@H]4NS(=O)(=O)CC)(F)F)C3 |o1:10,22| N-[rel-(15aR,16S)-7-chloro-17,17-difluoro-1-oxo-2,3,15a,16,17,18-hexahydro-1H,15H-4,8-(azeno)-14,10-(metheno)pyrrolo[1,2-j][1,8,10]oxadiazacycloheptadecin-16-yl]ethanesulfonamide